NCC1=CC(=C(C(=C1)C)NC(=O)C1=CC2=C(OCCC3=C2SC=C3)C=C1C=1C(=NC(=CC1)C(NCCC)=O)C(=O)O)C(NCC1CC1)=O 3-(9-((4-(aminomethyl)-2-((cyclopropylmethyl)carbamoyl)-6-methylphenyl)carbamoyl)-4,5-dihydrobenzo[b]thieno[2,3-d]oxepin-8-yl)-6-(propylcarbamoyl)picolinic acid